FC=1C=CC=C2C(=NN(C12)C1CN(CC1)C(C=C)=O)C1=CC=C(C=C1)C(F)(F)F 1-(3-(7-fluoro-3-(4-(trifluoro-methyl)phenyl)-1H-indazol-1-yl)-pyrrolidin-1-yl)prop-2-en-1-one